Butyltriphenylphosphonium thiocyanate [S-]C#N.C(CCC)[P+](C1=CC=CC=C1)(C1=CC=CC=C1)C1=CC=CC=C1